C(C)(=O)O.FC=1C=C(C=CC1)[C@H](CNC(CC1CCC(CC1)NC(OC(C)(C)C)=O)(C)C)O tert-butyl ((1S,4s)-4-(2-(((R)-2-(3-fluorophenyl)-2-hydroxyethyl)amino)-2-methylpropyl)cyclohexyl)carbamate acetate